O1C(=O)C=C(C2=CC=CC=C12)C1=CC=C(C=C1)C(C=CC=1C=NC=CC1)=O 1-(4-(4-coumarinyl)-phenyl)-3-(3-pyridyl)-2-propen-1-one